N-(6-((5-bromo-2-((5-chloro-2-methoxy-4-(4-(4-methylpiperazin-1-yl)piperidin-1-yl)phenyl)Amino)pyrimidin-4-yl)amino)benzofuran-5-yl)-N-methylmethanesulfonamide BrC=1C(=NC(=NC1)NC1=C(C=C(C(=C1)Cl)N1CCC(CC1)N1CCN(CC1)C)OC)NC1=CC2=C(C=CO2)C=C1N(S(=O)(=O)C)C